CC1(N2C=3N=CC=CC3C(NS(C3=CC=CC(NCCC(C(C1)C2)CCC2=CC=CC=C2)=N3)(=O)=O)=O)C 12,12-dimethyl-15-(2-phenylethyl)-2λ6-thia-3,9,11,18,23-pentaazatetracyclo[17.3.1.111,14.05,10]tetracosa-1(22),5(10),6,8,19(23),20-hexaene-2,2,4-trione